2,6-dibromo-4-(methyldiphenylsilyl)benzoic acid BrC1=C(C(=O)O)C(=CC(=C1)[Si](C1=CC=CC=C1)(C1=CC=CC=C1)C)Br